((4-chloro-3-(methoxycarbonyl)-5-(5-methylthiazol-2-yl) phenoxy) methyl) morpholine-4-carboxylate N1(CCOCC1)C(=O)OCOC1=CC(=C(C(=C1)C=1SC(=CN1)C)Cl)C(=O)OC